C(C=C)(=O)N1CCC(CC1)N1CC(=C2N1C=C(C=C2)C=2C=NN(C2)C)C#N 1-(1-acryloylpiperidin-4-yl)-6-(1-methyl-1H-pyrazol-4-yl)pyrazolo[1,5-a]pyridine-3-carbonitrile